ClC=1C(=NC(=NC1)NC1CCOCC1)C1=CC=C2CN(C(C2=C1)=O)CC(=O)N[C@](CO)(C)C1=CC=CC=C1 2-(6-{5-chloro-2-[(oxacyclohex-4-yl)amino]pyrimidin-4-yl}-1-oxo-2,3-dihydro-1H-isoindol-2-yl)-N-[(2R)-1-hydroxy-2-phenylprop-2-yl]acetamide